amino-1,3,5-benzenetricarboxylic acid NC1=C(C=C(C=C1C(=O)O)C(=O)O)C(=O)O